C(C)(=O)OCCCCCCC\C=C/C=C/C (Z,E)-8,10-Dodecadienyl acetate